1,N4-bis(2-(2-(2-(2-(4-(6,8-dichloro-2-methyl-1,2,3,4-tetrahydroisoquinolin-4-yl)phenylsulfonamido)ethoxy)ethoxy)ethoxy)ethyl)terephthalamide ClC=1C=C2C(CN(CC2=C(C1)Cl)C)C1=CC=C(C=C1)S(=O)(=O)NCCOCCOCCOCCC1(C(=O)N)CC=C(C(=O)NCCOCCOCCOCCNS(=O)(=O)C2=CC=C(C=C2)C2CN(CC3=C(C=C(C=C23)Cl)Cl)C)C=C1